C(C)(C)(C)OC(=O)N1CC2C(C1)CC(C2)(F)F 5,5-difluoro-hexahydrocyclopenta[c]Pyrrole-2(1H)-carboxylic acid tert-butyl ester